C(C)(C)(C)OCCOC=1C=CC=C(C=C)C1 5-tert-butoxyethoxystyrene